N[C@@H](C)C(=O)OC1CCC(CC1)OC 4-methoxycyclohexyl alaninate